CN1CCN(CC1)C1=CC=C(C=C1)NC=1N=CC=2S(N(C3=C(C2N1)C=CC(=C3)N3N=CN=C3)CCC)(=O)=O N-[4-(4-methylpiperazin-1-yl)phenyl]-6-propyl-8-(1H-1,2,4-triazol-1-yl)-6H-pyrimido[5,4-c][2,1]benzothiazin-2-amine 5,5-dioxide